FC=1C=C(C=CC1OC)[C@H](CC(=O)OCC)N1C(C=2N(CC1)C=C(C2)CC(C)=O)=O Ethyl (S)-3-(3-fluoro-4-methoxyphenyl)-3-(1-oxo-7-(2-oxopropyl)-3,4-dihydropyrrolo[1,2-a]pyrazin-2(1H)-yl)propanoate